(Z)-3-((tert-butylamino)methylene)-5-hydroxy-2-(4-hydroxyphenyl)chroman-4-one C(C)(C)(C)N\C=C/1\C(OC2=CC=CC(=C2C1=O)O)C1=CC=C(C=C1)O